C1(CC1)C=1N=NSC1CN1CC2(CN(C2)C(=O)N2CC3(C2)CC(C3)N3N=C(N=C3)C3CC3)C1 [6-[(4-cyclopropylthiadiazol-5-yl)methyl]-2,6-diazaspiro[3.3]heptan-2-yl]-[6-(3-cyclopropyl-1,2,4-triazol-1-yl)-2-azaspiro[3.3]heptan-2-yl]methanone